IC1=C(C(=NN1)C1=NC(=CC=C1)C)C=1N=C2C=C(C=NC2=CC1)NC(OCC1=CC=CC=C1)=O benzyl (6-(5-iodo-3-(6-methylpyridin-2-yl)-1H-pyrazol-4-yl)-1,5-naphthyridin-3-yl)carbamate